C1(=CCC1)C(=O)N1CC(C1)C1=NN(C2=NC=CC(=C21)[C@@H](CO)O)C2=CC=C(C=C2)OC(F)(F)F (S)-cyclobut-1-en-1-yl(3-(4-(1,2-dihydroxyethyl)-1-(4-(trifluoromethoxy)phenyl)-1H-pyrazolo[3,4-b]pyridin-3-yl)azetidin-1-yl)methanone